C(CCCC[C@@H]1SC[C@@H]2NC(=O)N[C@H]12)(=O)NCCCC(=O)NC=1C=C(C(=O)OC)C=C(C1)NC(CCCCNC(CCCC[C@@H]1SC[C@@H]2NC(=O)N[C@H]12)=O)=O Methyl 3-(4-(Biotinylamino)butanamido)-5-(5-(biotinylamino) pentanamido)benzoate